C(C)S(=O)(=O)NC1=CC=C(C=C1)C1=NN(C(=C1C(=O)N)NC=1C=NC(=CC1)OC)COCC[Si](C)(C)C 3-(4-(ethylsulfonamido)phenyl)-5-((6-methoxypyridin-3-yl)amino)-1-((2-(trimethylsilyl)ethoxy)methyl)-1H-pyrazole-4-carboxamide